ClC=1C(=C2C=NNC2=CC1C)C=1C(=NN(C1C)C1CC2(CN(C2)C(C=C)=O)C1)C=1C=C2C=NN(C2=CC1)CCN1C[C@@H](CC1)F (R)-1-(6-(4-(5-chloro-6-methyl-1H-indazol-4-yl)-3-(1-(2-(3-fluoropyrrolidin-1-yl)ethyl)-1H-indazol-5-yl)-5-methyl-1H-pyrazol-1-yl)-2-azaspiro[3.3]hept-2-yl)prop-2-en-1-one